O1CCN(CC1)C(C[C@H](C(=O)N[C@@H](CCCC1=CC=CC=C1)B(O)O)NC(=O)[C@H]1OCCCC1)=O ((R)-1-((R)-4-morpholino-4-oxo-2-((S)-tetrahydro-2H-pyran-2-carboxamido)butanamido)-4-phenylbutyl)boronic acid